O=C1NC(CCC1C1=CC=C(C=C1)N1CCC(CC1)CN(C1CCC(CC1)NC(OC(C)(C)C)=O)C)=O tert-butyl (4-(((1-(4-(2,6-dioxopiperidin-3-yl)phenyl)piperidin-4-yl)methyl)(methyl)amino)cyclohexyl)carbamate